C[C@H]1C(=CC2=CC=C(C=C2C1)COCCC)CN1CC(C1)C(=O)O 1-{[(3R)-3-methyl-6-(propoxymethyl)-3,4-dihydro-2-naphthyl]Methyl}-3-azetidinecarboxylic acid